C1CCC2=C(C=3CCCC3C=C12)NC(=O)NS(=O)(=O)Cl N-(1,2,3,5,6,7-hexahydro-s-indacen-4-ylcarbamoyl)sulfamoyl chloride